C(C)[C@](N(CC1=CC=CC=C1)CC1=CC=CC=C1)(CC1=CNC2=CC=CC=C12)C(=O)O (S)-ethyl-N,N-dibenzyltryptophan